FC1=CC(=C(C(=C1)C(C)C)NC(=O)N=[S@@](=O)(N)C=1OC(=C(C1)C(C)(C)O)C)C(C)C (S)-N'-(4-fluoro-2,6-diisopropylphenyl-carbamoyl)-4-(2-hydroxypropan-2-yl)-5-methylfuran-2-sulfonimidamide